4-(cyclopropyl(7-(8-ethyl-7-fluoro-3-hydroxynaphthalen-1-yl)-8-fluoro-2-(((2R,7aS)-2-fluorotetrahydro-1H-pyrrolizin-7a(5H)-yl)methoxy)pyrido[4,3-d]pyrimidin-4-yl)amino)butanoic acid C1(CC1)N(CCCC(=O)O)C=1C2=C(N=C(N1)OC[C@]13CCCN3C[C@@H](C1)F)C(=C(N=C2)C2=CC(=CC1=CC=C(C(=C21)CC)F)O)F